methyl (CIS)-3-(4-methyl-1H-pyrazol-5-yl)-2-((((CIS)-4-phenylcyclohexyl)oxy) methyl)piperidine-1-carboxylate CC=1C=NNC1[C@@H]1[C@@H](N(CCC1)C(=O)OC)CO[C@@H]1CC[C@@H](CC1)C1=CC=CC=C1